Methyl 2-amino-4-(cyclopropylmethoxy)-6-fluorobenzoate NC1=C(C(=O)OC)C(=CC(=C1)OCC1CC1)F